OC1=CC(=NN1CCC(F)(F)F)C(=O)[O-].[K+].C[Si](N(C)C)(N(C)C)C=C methyl-vinyl-bis-(dimethylamino)silane potassium 5-hydroxy-1-(3,3,3-trifluoropropyl)-1H-pyrazole-3-carboxylate